[N+](=O)([O-])C1=C(OC=C1)C=O nitrofuran-2-carboxaldehyde